2-(2-dimethylaminoethoxy)ethyldimethylamine CN(CCOCCN(C)C)C